tert-butyl (Z)-4-(N'-hydroxycarbamimidoyl)-4-isopropylpiperidine-1-carboxylate O\N=C(/N)\C1(CCN(CC1)C(=O)OC(C)(C)C)C(C)C